1-((3,4-dimethoxyphenyl)(piperidin-4-yl)methyl)piperidin-4-ol COC=1C=C(C=CC1OC)C(N1CCC(CC1)O)C1CCNCC1